C1(CCCC1)NC(OC1=CC(=C(C=C1)OC)C=1C=NC=C(C1)C1=NC=NN1)=O 3-(5-(1H-1,2,4-triazol-5-yl)pyridin-3-yl)-4-methoxyphenyl cyclopentylcarbamate